N-(9-fluorenylmethoxycarbonyl)-L-phenylalanine C1=CC=CC=2C3=CC=CC=C3C(C12)COC(=O)N[C@@H](CC1=CC=CC=C1)C(=O)O